(5-(((4-Hydroxybutyl)(methyl)amino)methyl)-1,3-dioxane-2,2-diyl)bis(1-(hexylthio)-heptane-7,2-diyl) bis(decanoate) C(CCCCCCCCC)(=O)OC(CSCCCCCC)CCCCCC1(OCC(CO1)CN(C)CCCCO)CCCCCC(CSCCCCCC)OC(CCCCCCCCC)=O